S1C(=CC=C1)C=CCC 4-(thiophen-2-yl)but-3-ene